N-(3-((3-(dimethylamino)propyl)amino)-3-iminopropyl)-1-methyl-4-(1-methyl-4-nitro-1H-pyrrole-2-carboxamido)-1H-pyrrole-2-carboxamide CN(CCCNC(CCNC(=O)C=1N(C=C(C1)NC(=O)C=1N(C=C(C1)[N+](=O)[O-])C)C)=N)C